C(C)(C)(C)OC(=O)N1CCN(CC1)C(=O)C=1N(C2=CC(=CC=C2C1)OC)C 4-(6-methoxy-1-methyl-1H-indole-2-carbonyl)piperazine-1-carboxylic acid tert-butyl ester